(R)-N-((S)-1-((4-carbamimidoylbenzyl)amino)-1-oxopropan-2-yl)-2-(((6-hydroxynaphthalen-2-yl)methyl)amino)-4-phenylbutanamide di-trifluoroacetate salt FC(C(=O)O)(F)F.FC(C(=O)O)(F)F.C(N)(=N)C1=CC=C(CNC([C@H](C)NC([C@@H](CCC2=CC=CC=C2)NCC2=CC3=CC=C(C=C3C=C2)O)=O)=O)C=C1